N1(CCNCC1)C(=O)OC(N)=O carbamoyl piperazine-1-carboxylate